COC=1C2=C(N=C(N1)NC1CC(C1)(C)N1C(CCC1)=O)NC=C2C=2C=CC=1N(C2)C(=NN1)C 1-((1r,3r)-3-((4-methoxy-5-(3-methyl-[1,2,4]triazolo[4,3-a]pyridin-6-yl)-7H-pyrrolo[2,3-d]pyrimidin-2-yl)amino)-1-methylcyclobutyl)pyrrolidin-2-one